2-[4-(cyclopropylmethyl)-3-oxo-piperazin-1-yl]-N-(2-sulfamoyl-4-pyridyl)-5-(trifluoromethyl)pyridine-3-carboxamide C1(CC1)CN1C(CN(CC1)C1=NC=C(C=C1C(=O)NC1=CC(=NC=C1)S(N)(=O)=O)C(F)(F)F)=O